BrC1=CC=C2CCCC3(CC=4N=C(N=C(C4CO3)Cl)SC)C2=C1 7-bromo-4'-chloro-2'-(methylthio)-3,4,5',8'-tetrahydro-2H-spiro[naphthalene-1,7'-pyrano[4,3-d]pyrimidine]